ClCC1=CC=C(C=C1)NC(C[C@@H](C(=O)N)NC([C@@H](C)NC([C@H](C)NC(CCCCCN1C(C=CC1=O)=O)=O)=O)=O)=O (S)-N'-(4-(chloromethyl)phenyl)-2-((R)-2-((S)-2-(6-(2,5-dioxo-2,5-dihydro-1H-pyrrol-1-yl)hexanamido)propionamido)propionamido)succinamide